[C@H]12CC(C[C@H](CCC1)N2)NC2=NC(=NC1=C(C(=C(C=C21)Cl)C2=CC(=CC1=CC=CC=C21)O)F)N2CC(C2)N(C)C 4-((S or R)-4-(((1R,3S,5S)-9-azabicyclo[3.3.1]nonan-3-yl)amino)-6-chloro-2-(3-(dimethylamino)azetidin-1-yl)-8-fluoroquinazolin-7-yl)naphthalen-2-ol